C(C)NC=1C=C(C=C(C1)C1(CC(C1)C)C1=NN=CN1C)N1CC2=C(C=C(C=C2C1=O)CN(C(OC(C)(C)C)=O)C1(CCC1)C)C(F)(F)F tert-butyl ((2-(3-(ethylamino)-5-((1r,3r)-3-methyl-1-(4-methyl-4H-1,2,4-triazol-3-yl)cyclobutyl)phenyl)-3-oxo-7-(trifluoromethyl)isoindolin-5-yl)methyl)(1-methylcyclobutyl)carbamate